4-(tritylthio)-2-fluorobiphenyl C(C1=CC=CC=C1)(C1=CC=CC=C1)(C1=CC=CC=C1)SC1=CC(=C(C=C1)C1=CC=CC=C1)F